2-methyl-propionate CC(C(=O)[O-])C